3-(4-(4-(1-(4-Chloro-2,5-difluorophenyl)piperidin-4-yl)piperazin-1-yl)-3-fluorophenyl)piperidine-2,6-dione ClC1=CC(=C(C=C1F)N1CCC(CC1)N1CCN(CC1)C1=C(C=C(C=C1)C1C(NC(CC1)=O)=O)F)F